NC=1C=CC(=NC1C)C=1N=NN(C1NC(OCC1=CC=CC=C1)=O)C benzyl (4-(5-amino-6-methylpyridin-2-yl)-1-methyl-1H-1,2,3-triazol-5-yl)carbamate